1-(but-3-enyl)cyclopentanol C(CC=C)C1(CCCC1)O